2-(2-fluorophenyl)-N-[(3S)-2-oxo-5-phenyl-1,3-dihydro-1,4-benzodiazepine-3-Yl]pyrazolo[1,5-a]pyrimidine-3-carboxamide FC1=C(C=CC=C1)C1=NN2C(N=CC=C2)=C1C(=O)N[C@@H]1C(NC2=C(C(=N1)C1=CC=CC=C1)C=CC=C2)=O